C1(CC1)NC1=NN(C=C1)C1=C(C#N)C=CC=C1 2-[3-(cyclopropylamino)pyrazol-1-yl]benzonitrile